(Z)-tert-butyl (4-((2-((4-(N,N-diisopropylsulfamoyl)benzyl)oxy)phenyl)thio)-3-fluorobut-2-en-1-yl)carbamate C(C)(C)N(S(=O)(=O)C1=CC=C(COC2=C(C=CC=C2)SC/C(=C/CNC(OC(C)(C)C)=O)/F)C=C1)C(C)C